N=C1N(C2=C(C=NC=3C=CC(=CC23)C2=CC(=CC=C2)OC)N1C)C=1C=C(C#N)C=CC1C 3-(2-Imino-8-(3-methoxyphenyl)-3-methyl-2,3-dihydro-1H-imidazo[4,5-c]quinolin-1-yl)-4-methylbenzonitrile